(S)-N-(3-(2-((1-hydroxy-2-methylpropan-2-yl)amino)-6-morpholinopyridin-4-yl)-4-methylphenyl)-3-(2,2,2-trifluoroethyl)pyrrolidine-1-carboxamide OCC(C)(C)NC1=NC(=CC(=C1)C=1C=C(C=CC1C)NC(=O)N1C[C@@H](CC1)CC(F)(F)F)N1CCOCC1